(3R,4S)-(4-hydroxy-pyrrolidin-3-yl)-carbamic acid tert-butyl ester C(C)(C)(C)OC(N[C@@H]1CNC[C@@H]1O)=O